7-(4-methyl-1,4-diazepan-1-yl)-2-[3-(6-methyl-2-pyridyl)-1H-pyrazol-4-yl]-1,5-naphthyridine CN1CCN(CCC1)C1=CN=C2C=CC(=NC2=C1)C=1C(=NNC1)C1=NC(=CC=C1)C